4-((1-(naphthalen-2-yl)-1H-indazol-4-yl)methyl)morpholine C1=C(C=CC2=CC=CC=C12)N1N=CC2=C(C=CC=C12)CN1CCOCC1